C(CCCCCCCCC)[P] monodecyl-phosphorus